3,5-bis((3-fluoro-4-(4,4,5,5-tetramethyl-1,3,2-dioxaborolan-2-yl)benzamido)methyl)benzoic acid FC=1C=C(C(=O)NCC=2C=C(C(=O)O)C=C(C2)CNC(C2=CC(=C(C=C2)B2OC(C(O2)(C)C)(C)C)F)=O)C=CC1B1OC(C(O1)(C)C)(C)C